N-[3-chloro-4-[4-(piperidine-4-carbonyl)piperazine-1-carbonyl]phenyl]-5-[2-fluoro-6-(1H-pyrazol-4-yl)-3-pyridinyl]-1-methyl-imidazole-2-carboxamide ClC=1C=C(C=CC1C(=O)N1CCN(CC1)C(=O)C1CCNCC1)NC(=O)C=1N(C(=CN1)C=1C(=NC(=CC1)C=1C=NNC1)F)C